(5S)-2-[(6-Chloropyridin-3-yl)methyl]-5-[(3,3-difluoropyrrolidin-1-yl)carbonyl]-5,6,7,8-tetrahydro[1,2,4]triazolo[4,3-a]pyridin-3(2H)-on ClC1=CC=C(C=N1)CN1N=C2N([C@@H](CCC2)C(=O)N2CC(CC2)(F)F)C1=O